2-[(3-ethynyl-8-methyl-6-quinolyl)oxy]-N-(2-fluoroethyl)butanamide C(#C)C=1C=NC2=C(C=C(C=C2C1)OC(C(=O)NCCF)CC)C